CN1N=C(C(=C1C)CCOC1=C(C2=CC=CC=C2C=C1)C1=CC(=NC=C1)N1CCNCC1)C 1-(4-(2-(2-(1,3,5-trimethyl-1H-pyrazol-4-yl)ethoxy)naphthalen-1-yl)pyridin-2-yl)piperazine